ClC=1CN(C(=CC1OCC1=NC=C(C=C1F)F)C)C1=CC(=NC=C1C)C(\C=C\N(C)C)=O (P)-(E)-3-chloro-4-((3,5-difluoropyridin-2-yl)methoxy)-2'-(3-(dimethyl-amino)acryloyl)-5',6-dimethyl-2H-[1,4'-bipyridine]